N1=CC=C2N1C(=NN=C2)N pyrazolo[1,5-d][1,2,4]triazin-7-amine